rac-(2R,3S,4S,5R)-3-(2-(difluoromethoxy)-3,4-difluorophenyl)-4,5-dimethyl-N-(5-(methylsulfonyl)pyridin-3-yl)-5-(trifluoromethyl)tetrahydrofuran-2-carboxamide FC(OC1=C(C=CC(=C1F)F)[C@H]1[C@@H](O[C@]([C@H]1C)(C(F)(F)F)C)C(=O)NC=1C=NC=C(C1)S(=O)(=O)C)F |r|